NC1=NC(=C(C2=C1COC2)NC(C(=O)N(C(C)C2=NC=CC=C2F)CC=2C=CC1=C(N=CS1)C2)=O)C N1-(4-amino-6-methyl-1,3-dihydrofuro[3,4-c]pyridin-7-yl)-N2-(benzo[d]thiazol-5-ylmethyl)-N2-(1-(3-fluoropyridin-2-yl)ethyl)oxalamide